2-oxo-N-[(2E)-3-(thiophene-2-sulfonyl)prop-2-en-1-yl]-1,2,5,6,7,8-hexahydroquinoline-3-carboxamide O=C1NC=2CCCCC2C=C1C(=O)NC\C=C\S(=O)(=O)C=1SC=CC1